4H-Pyran-4-one O1C=CC(C=C1)=O